2-bromo-4-((tert-butyldimethylsilyloxy)methyl)-5-methylthiazole BrC=1SC(=C(N1)CO[Si](C)(C)C(C)(C)C)C